FC=1C(=NN2C1CNCCC2)C(=O)NC 3-fluoro-N-methyl-5,6,7,8-tetrahydro-4H-pyrazolo[1,5-a][1,4]diazepine-2-carboxamide